IC=1C=C(C(=O)OC)C=CC1S(=O)(=O)CC1=NN(C=C1)C1=CC=C(C=C1)C(F)(F)F methyl 3-iodo-4-(((1-(4-(trifluoromethyl) phenyl)-1H-pyrazol-3-yl)methyl)sulfonyl)benzoate